C1N(CC12CCC2)C2=CC1=C(C=C(O1)C(=O)O)C=C2 6-(2-azaspiro[3.3]heptan-2-yl)-1-benzofuran-2-carboxylic acid